1,4-Dimethandiylbenzol C=C1C=CC(C=C1)=C